C(C1=CC(O)=C(O)C(O)=C1)(=O)C(=O)[C@](O)([C@@](O)([C@H](O)[C@H](O)C(O)C(C1=CC(O)=C(O)C(O)=C1)=O)C(C1=CC(O)=C(O)C(O)=C1)=O)C(C1=CC(O)=C(O)C(O)=C1)=O 1,2,3,6-tetragalloyl-glucose